COC1=NC(=NC(=N1)C)NC(=O)NS(=O)(=O)C1=C(SC=C1)C(=O)OC methyl 3-[[[[(4-methoxy-6-methyl-1,3,5-triazin-2-yl)amino] carbonyl] amino] sulfonyl]-2-thiophenecarboxylate